3-[4-[4-[3,3-difluoro-1-[[3-methoxy-5-(2-methyl-1-oxo-4-isoquinolyl)-2-pyridyl]methyl]-4-piperidyl]piperazin-1-yl]-3-fluoro-anilino]piperidine-2,6-dione trifluoroacetate FC(C(=O)O)(F)F.FC1(CN(CCC1N1CCN(CC1)C1=C(C=C(NC2C(NC(CC2)=O)=O)C=C1)F)CC1=NC=C(C=C1OC)C1=CN(C(C2=CC=CC=C12)=O)C)F